ClS(=O)(=O)C=1C=C(C=CC1)OB(O)O [3-(chlorosulfonyl)phenyl]boric acid